1-phosphonopropane-1,2,3-tricarboxylic acid P(=O)(O)(O)C(C(CC(=O)O)C(=O)O)C(=O)O